ClC=1C=C(C=NC1N1N=CC=N1)C=1C(=NN2C1N=CC1=C2C(CC1C(=O)N)(C)C)C (5-chloro-6-(2H-1,2,3-triazol-2-yl)pyridin-3-yl)-2,8,8-trimethyl-7,8-dihydro-6H-cyclopenta[e]pyrazolo[1,5-a]pyrimidine-6-carboxamide